FC1=C(CN2C(OC3=C(C2)C=CC(=C3)NC(=O)C=3C=NNC3)=O)C=CC=C1NS(NC)(=O)=O N-(3-(2-fluoro-3-((N-methylsulfamoyl)amino)benzyl)-2-oxo-3,4-dihydro-2H-benzo[e][1,3]oxazin-7-yl)-1H-pyrazole-4-carboxamide